ethyl 3-ethoxy-1H-pyrazole-5-carboxylate C(C)OC1=NNC(=C1)C(=O)OCC